tert-butyl-[(6-fluoro-5-methoxy-2-pyridinyl)methoxy]-dimethyl-silane C(C)(C)(C)[Si](C)(C)OCC1=NC(=C(C=C1)OC)F